C(C)(C)(C)OC(=O)N1C[C@@H]2N(CC[C@@H]2[C@H]1C)CC1=CC=CC=C1 (3AR,4R,6aR)-1-benzyl-4-methyl-hexahydropyrrolo[3,4-b]pyrrole-5(1H)-carboxylic acid tert-butyl ester